O1COC2=C1C=CC(=C2)CN(C(=O)NC2=CC(=CC=C2)C(F)(F)F)C2CCN(CC2)C(C)(C)C 1-(BENZO[D][1,3]DIOXOL-5-YLMETHYL)-1-(1-(TERT-BUTYL)PIPERIDIN-4-YL)-3-(3-(TRIFLUOROMETHYL)PHENYL)UREA